2-({3-chloro-2-[(2-fluoro-4-methanesulfonylphenyl)methoxy]-5,6,7,8-tetrahydro-1,7-naphthyridin-7-yl}methyl)-1-{[(2S)-oxetan-2-yl]methyl}-1H-1,3-benzodiazole-6-carboxylic acid ClC=1C(=NC=2CN(CCC2C1)CC1=NC2=C(N1C[C@H]1OCC1)C=C(C=C2)C(=O)O)OCC2=C(C=C(C=C2)S(=O)(=O)C)F